C(C1=CC=CC=C1)O[C@H]1C[C@@H](O[C@]1(CF)COCC1=CC=CC=C1)N1C(N(C(C(=C1)F)=O)CC1=CC=C(C=C1)OC)=O 1-[(2R,4S,5R)-4-(benzyloxy)-5-[(benzyloxy)methyl]-5-(fluoromethyl)oxolan-2-yl]-5-fluoro-3-[(4-methoxyphenyl)methyl]pyrimidine-2,4-dione